FC1=CC=C(C=C1)C1=CC=C(O1)\C=C\1/C(NC(S1)=O)=O (5E)-5-{[5-(4-fluorophenyl)furan-2-yl]methylidene}-1,3-thiazolidine-2,4-dione